OC1CCC(CC1)NC1=C(C#N)C=CC(=C1)N1C=CC2=C1N=CN=C2NC2=C(C=CC=C2)OC 2-(((1r,4r)-4-hydroxycyclohexyl)amino)-4-(4-((2-methoxyphenyl)amino)-7H-pyrrolo[2,3-d]pyrimidin-7-yl)benzonitrile